2-(p-Tolyl)cyclobutane-1-carbonitrile C1(=CC=C(C=C1)C1C(CC1)C#N)C